((S)-1-(4-fluoro-3-methoxyphenyl)ethyl)-6-methoxy-2-morpholino-4-(1,7-diazaspiro[4.4]nonan-7-yl)quinoline-3-carboxamide FC1=C(C=C(C=C1)[C@H](C)C1=C2C(=C(C(=NC2=CC=C1OC)N1CCOCC1)C(=O)N)N1CC2(CCCN2)CC1)OC